ClC=1N=C(N2C1C(=CC(=C2)S(=O)(=O)N(COCC[Si](C)(C)C)C2(COC2)C)Cl)C=2SC(=NN2)C(F)(F)F 1,8-dichloro-N-(3-methyloxetane-3-yl)-3-(5-(trifluoromethyl)-1,3,4-thiadiazol-2-yl)-N-((2-(trimethylsilyl)ethoxy)methyl)imidazo[1,5-a]pyridine-6-sulfonamide